5-chloro-3-(2-{3-[(4-methanesulfonylphenoxy)methyl]-4-methylpyrrolidin-1-yl}ethyl)-2-methylbenzonitrile ClC=1C=C(C(=C(C#N)C1)C)CCN1CC(C(C1)C)COC1=CC=C(C=C1)S(=O)(=O)C